6-(4-(4-fluorophenyl)-1-(tert-pentyl)-1H-imidazol-5-yl)imidazo[1,2-b]pyridazine-3-carbonitrile FC1=CC=C(C=C1)C=1N=CN(C1C=1C=CC=2N(N1)C(=CN2)C#N)C(C)(C)CC